ethyl 3-(((tert-butoxycarbonyl)amino)methyl)-5-phenethyl-4,5-dihydroisoxazole-5-carboxylate C(C)(C)(C)OC(=O)NCC1=NOC(C1)(C(=O)OCC)CCC1=CC=CC=C1